2-Fluoro-N-(1-methyl-3-((5-(trifluoromethyl)thiophen-2-yl)ethynyl)-1H-pyrazolo[3,4-b]pyridin-5-yl)acrylamide FC(C(=O)NC=1C=C2C(=NC1)N(N=C2C#CC=2SC(=CC2)C(F)(F)F)C)=C